ClC=1N=C(SC1Cl)OC1=CC(=C(C=C1C)C(=N)N(C)CC)C {4-[(4,5-dichlorothiazol-2-yl)oxy]-2,5-dimethylphenyl}-N-ethyl-N-methylformamidine